C1(=CC=C(C=C1)N(C1=CC=C(C=C1)C=1C(=CC(=CC1C1=CC=CC=C1)C1=CC=CC=C1)C1=CC=CC=C1)C1=CC=C(C=C1)C1=CC2=CC=CC=C2C=C1)C1=CC=C(C=C1)C1=CC=CC=C1 N-([1,1':4',1''-terphenyl]-4-yl)-N-(4-(naphthalen-2-yl)phenyl)-4',6'-diphenyl-[1,1':2',1''-terphenyl]-4-amine